1-[[4-[2-(3,5-dimethoxyanilino)pyrazolo[1,5-a]pyridin-5-yl]-6-methyl-3-pyridyl]oxy]-2-methyl-propan-2-ol COC=1C=C(NC2=NN3C(C=C(C=C3)C3=C(C=NC(=C3)C)OCC(C)(O)C)=C2)C=C(C1)OC